4,12-Di-n-butyl-1,7,9,15-tetraoxa-4,12-diaza-8-stannaspiro[7.7]pentadecan C(CCC)N1CCO[Sn]2(OCC1)OCCN(CCO2)CCCC